ClC1=C(C=CC=C1C(=O)N1CCOCC1)NC1=C(C=C(C(=O)N=C2NCCN2)C=C1)C1OCCC1 4-{[2-chloro-3-(morpholine-4-carbonyl)phenyl]amino}-N-[(2E)-imidazolidin-2-ylidene]-3-(oxolane-2-yl)benzamide